N1=CN=CC(=C1)C(C(=O)NN)=C 2-(pyrimidine-5-yl)acrylohydrazide